bis(4,4'-dicarboxyphenyl)silane C(=O)(O)C1(CC=C(C=C1)[SiH2]C1=CCC(C=C1)(C(=O)O)C(=O)O)C(=O)O